2-(2-Ethyl-6-methylpyridin-4-yl)-3-isopropyl-5-(piperidin-4-yl)-1H-indole C(C)C1=NC(=CC(=C1)C=1NC2=CC=C(C=C2C1C(C)C)C1CCNCC1)C